2-pyrrolidin-1-ylethyl 6-[5-(6-methyl-2-pyridyl)-1H-imidazol-4-yl]quinoline-4-carboxylate CC1=CC=CC(=N1)C1=C(N=CN1)C=1C=C2C(=CC=NC2=CC1)C(=O)OCCN1CCCC1